(4R)-4-[3-[6-[(4-Methyl-sulfonylphenyl)methyl]-2-azaspiro[3.3]heptan-2-yl]-3-oxo-propyl]oxazolidin-2-one CS(=O)(=O)C1=CC=C(C=C1)CC1CC2(CN(C2)C(CC[C@H]2NC(OC2)=O)=O)C1